1-(3,5-dichlorophenyl)-6,7-dihydro-1H-pyrazolo[3'',4'':4',5']pyrimido[1',2':1,2]pyrido[3,4-b]indol-4(12H)-one ClC=1C=C(C=C(C1)Cl)N1N=CC2=C1N=C1N(CCC3=C1NC1=CC=CC=C31)C2=O